CC1N(C(CN(C1)C1=CC2=C(N(C(O2)=O)C)C=C1)C)C(=O)OC(C)(C)C tert-Butyl 2,6-dimethyl-4-(3-methyl-2-oxo-1,3-benzoxazol-6-yl)piperazine-1-carboxylate